CN1C2=CC=CC=C2C=2C=C(N=CC12)CNC1=NC=CC=2C3=CC=CC=C3N(C12)C N-[(9-methyl-beta-carbolin-3-yl)methyl]-9-methyl-beta-carbolin-1-amine